ClC1=CC=C(C=C1)[C@H]([C@@H]1[C@H]([C@H]([C@@H](C1)N1C=2NC=N/C(/C2N=C1)=N/O)O)O)O (E)-9-((1R,2S,3R,4R)-4-((S)-(4-chlorophenyl)(hydroxy)methyl)-2,3-dihydroxycyclopentyl)-3,9-dihydro-6H-purin-6-one oxime